C(C)N1CC(CCC1)NC1=CC(=C(N=N1)C1=C(C=C(C=C1)C(F)(F)F)O)C 2-[6-[(1-ethyl-3-piperidyl)-amino]-4-methyl-pyridazin-3-yl]-5-(trifluoro-methyl)phenol